benzyl (2S)-2-(cyanomethyl)-4-[7-(8-methyl-1-naphthyl)-2-[[(2S)-1-methylpyrrolidin-2-yl]methoxy]-6,8-dihydro-5H-pyrido[3,4-d]pyrimidin-4-yl]piperazine-1-carboxylate C(#N)C[C@@H]1N(CCN(C1)C=1C2=C(N=C(N1)OC[C@H]1N(CCC1)C)CN(CC2)C2=CC=CC1=CC=CC(=C21)C)C(=O)OCC2=CC=CC=C2